4,4'-diamino-bistrifluoromethyl-biphenyl NC1=C(C(=C(C=C1)C1=CC=C(C=C1)N)C(F)(F)F)C(F)(F)F